FC(C=1C(=C(C=CC1)[C@@H](C)NC=1C2=C(N=C(N1)C)C=NC(=C2)NC2CC(NC2)=O)F)F 4-{[4-({(1R)-1-[3-(difluoromethyl)-2-fluorophenyl]ethyl}amino)-2-methylpyrido[3,4-d]pyrimidin-6-yl]amino}pyrrolidin-2-one